C1(CCCC1)CN1N=CC(=C1)C=1C(=NC(=CC1)C)C=1C=C2C(=NC1)N(C=N2)C 6-(3-(1-(Cyclopentylmethyl)-1H-pyrazol-4-yl)-6-methylpyridin-2-yl)-3-methyl-3H-imidazo[4,5-b]pyridin